BrC=1C(=NC(=NC1)NC=1C=NN(C1)C)C 5-bromo-4-methyl-N-(1-methyl-1H-pyrazol-4-yl)pyrimidin-2-amine